ClC1=NC(=C(C2=NC(NC(=C21)O)SC)F)Cl 5,7-dichloro-8-Fluoro-2-(methylthio)pyrido[4,3-d]pyrimidin-4(3H)-ol